CC1=CSC=2N(CN=C(C21)OC2(CC2)C)C2=CC=C(C=C2)N2CCN(CC2)C 5-methyl-4-(1-methylcyclopropoxy)-N-(4-(4-methylpiperazin-1-yl)phenyl)thieno[2,3-d]pyrimidine